C(C)OC(=O)C1=NC(=C(N=C1OS(=O)(=O)C1=CC=C(C=C1)C)C)C1=C(C(=CC=C1)Cl)Cl 6-(2,3-dichlorophenyl)-5-methyl-3-[(4-methylbenzenesulfonyl)oxy]Pyrazine-2-carboxylic acid ethyl ester